COC=1C(=CC2=C(N=C(S2)NC(C(OCCC(C)C)C2=CC=C(C=C2)S(=O)(=O)CC)=O)C1)OC N-(5,6-dimethoxybenzothiazol-2-yl)-2-[4-(ethylsulfonyl)phenyl]-2-(3-methylbutoxy)acetamide